2-[1-(benzyloxy)ethyl]-6-[(tert-butyldiphenylsilyl)oxy]-4-chlorobenzenesulfonamido-3-(6-fluoro-2,3-dimethylphenyl)butanoate C(C1=CC=CC=C1)OC(C)C1=C(C(=CC(=C1)Cl)O[Si](C1=CC=CC=C1)(C1=CC=CC=C1)C(C)(C)C)S(=O)(=O)NC(C(=O)[O-])C(C)C1=C(C(=CC=C1F)C)C